4-(3-bromopropoxy)-N-(2-(indolin-1-yl)ethyl)benzenesulfonamide BrCCCOC1=CC=C(C=C1)S(=O)(=O)NCCN1CCC2=CC=CC=C12